COC1=CC(=NC=C1C#CC1=C(C=CC=C1)NS(=O)(=O)C=1C=CC=C2C(=CC=NC12)NC)C(=O)O 4-Methoxy-5-[2-(4-methylamino-quinoline-8-sulfonylamino)-phenylethynyl]-pyridine-2-carboxylic acid